N-(5-(4-methylpiperazin-1-yl)pyridin-2-yl)-4-(6-phenylimidazo[1,2-a]pyridin-3-yl)pyrimidin-2-amine CN1CCN(CC1)C=1C=CC(=NC1)NC1=NC=CC(=N1)C1=CN=C2N1C=C(C=C2)C2=CC=CC=C2